NC1=NC=2C=CC(=CC2C2=C1C(OC2)C)C(=O)N(CC=2COCCC2)CC2=NC=C(C=C2)C#N 4-amino-N-((5-cyanopyridin-2-yl)methyl)-N-((5,6-dihydro-2H-pyran-3-yl)methyl)-3-methyl-1,3-dihydrofuro[3,4-c]quinoline-8-carboxamide